C(C)(C)(C)N1CC(CC1=O)CNC(C1=CC(=CC=C1)CNC1=NC=C(C2=C1CCO2)C2=CC=NC=C2)=O N-((1-(tert-butyl)-5-oxopyrrolidin-3-yl)methyl)-3-(((7-(pyridin-4-yl)-2,3-dihydrofuro[3,2-c]pyridin-4-yl)amino)methyl)benzamide